C(C)(=O)C=1C=C(C=CC1)NC(C1=CC=C(C=C1)S(NC1=CC=C(C=C1)C)(=O)=O)=O N-(3-acetylphenyl)-4-(N-(p-tolyl)sulfamoyl)benzamide